CC1(NC(CC(C1)N(CCCCCCN)C1CC(NC(C1)(C)C)(C)C)(C)C)C N,N-bis(2,2,6,6-tetramethylpiperidin-4-yl)hexane-1,6-diamine